(E)-4-cyclopentyl-but-3-ene C1(CCCC1)/C=C/CC